FC(=CC1=CC(=C(C=C1)C1=C(C=C(N=N1)N[C@H]1CN(CCC1)C)C)OCOCC)F (R)-6-(4-(2,2-difluorovinyl)-2-(ethoxymethoxy)phenyl)-5-methyl-N-(1-methylpiperidin-3-yl)pyridazin-3-amine